FC1(OC2=C(O1)C=CC(=C2)N(C(=O)C=2C=C(C=CC2)N2N=C(C=1CCC[C@H](C21)OC=2C=CC(=NC2)C(=O)O)C(F)(F)F)C)F |o1:26| (R) or (S)-5-[[1-[3-[(2,2-difluoro-1,3-benzodioxol-5-yl)-methyl-carbamoyl]phenyl]-3-(trifluoromethyl)-4,5,6,7-tetrahydroindazol-7-yl]oxy]pyridine-2-carboxylic acid